N-(4-(DIMETHYLAMINO)BUTYL)-N-(1-METHYL-1H-INDAZOL-7-YL)-1-(4-(TRIFLUOROMETHYL)PYRIDIN-2-YL)-1H-PYRAZOLE-4-SULFONAMIDE CN(CCCCN(S(=O)(=O)C=1C=NN(C1)C1=NC=CC(=C1)C(F)(F)F)C=1C=CC=C2C=NN(C12)C)C